C(C)(C)(C)OC(=O)N(CCCCOCCOC1=NC=2C=C(C=CC2C=2C1=NN(C2)COCC[Si](C)(C)C)C(=O)O)CC2=CC(=C(C=C2)OC(F)(F)F)Cl 4-(2-(4-((tert-butoxycarbonyl)(3-chloro-4-(trifluoromethoxy)benzyl)amino)butoxy)ethoxy)-2-((2-(trimethylsilyl)ethoxy)methyl)-2H-pyrazolo[3,4-c]quinoline-7-carboxylic acid